1-Ethyl-3-trimethylsilyl-2,4-dimethylcyclodisilazane C(C)N1[SiH](N([SiH]1C)[Si](C)(C)C)C